(4-bromo-2-methylphenoxy)-acetic acid tert-butyl ester C(C)(C)(C)OC(COC1=C(C=C(C=C1)Br)C)=O